FC1=C(C(=O)N)C=C(C(=C1C1CCN(CC1)C)NC1=CC(=C2C(=N1)NC=C2C(F)(F)F)NCCOC)OC 2-Fluoro-5-methoxy-4-((4-((2-methoxyethyl)amino)-3-(trifluoromethyl)-1H-pyrrolo[2,3-b]pyridin-6-yl)amino)(1-methylpiperidin-4-yl)benzamid